N-(1-Chloroisoquinolin-5-yl)-4-phenylpyrrolidine-3-carboxamide dihydrochloride Cl.Cl.ClC1=NC=CC2=C(C=CC=C12)NC(=O)C1CNCC1C1=CC=CC=C1